N1N=CC(=C1)C=1C=C(OC=2N=NC(=CC2)N2CCNCC2)C=CC1 3-(3-(1H-pyrazol-4-yl)-phenoxy)-6-(piperazin-1-yl)pyridazine